5-(trifluoromethyl)-3-[[(1S,3R)-3-[4-[5-(trifluoromethyl)pyrimidin-2-yl]piperazine-1-carbonyl]cyclohexyl]amino]-1H-pyridazin-6-one FC(C1=CC(=NNC1=O)N[C@@H]1C[C@@H](CCC1)C(=O)N1CCN(CC1)C1=NC=C(C=N1)C(F)(F)F)(F)F